(R)-1-METHOXYHEPT-6-ENE-3-SULFONAMIDE COCC[C@@H](CCC=C)S(=O)(=O)N